Selenetal METHYL-(2S)-2-((3S)-6'-CHLORO-5-(CYCLOBUTYLMETHYL)-3',4,4',5-TETRAHYDRO-2'H-SPIRO[1,5-BENZOXAZEPINE-3,1'-NAPHTHALEN]-7-YL)-4-(DIMETHYLAMINO)-4-OXOBUTANOATE COC([C@@H](CC(=O)N(C)C)C=1C=CC2=C(N(C[C@@]3(CCCC4=CC(=CC=C34)Cl)CO2)CC2CCC2)C1)=O.[Se]1C(C=C1)C=O